COP(OC)(=O)CC(C1=CC=C(C=C1)C(F)(F)F)=O (2-oxo-2-(4-(trifluoromethyl)phenyl)ethyl)phosphonic acid dimethyl ester